(2R,3S,4R,5S)-5-(4-aminopyrrolo[2,1-f][1,2,4]triazin-7-yl)-2-(hydroxymethyl)-2-methoxy-4-methyltetrahydrofuran-3,4-diol NC1=NC=NN2C1=CC=C2[C@H]2[C@@]([C@@H]([C@@](O2)(OC)CO)O)(O)C